O1N(CCCC1)C(/C=C/C#N)=O (E)-4-(1,2-oxazinan-2-yl)-4-oxo-but-2-enenitrile